ethyl 4-(2-hydroxypropan-2-yl)picolinate OC(C)(C)C1=CC(=NC=C1)C(=O)OCC